The molecule is a hydroxy fatty acid anion that is the conjugate base of 13(S)-HODE, arising from deprotonation of the carboxylic acid function; major species at pH 7.3. It is a conjugate base of a 13(S)-HODE. It is an enantiomer of a 13(R)-HODE(1-). CCCCC[C@@H](/C=C/C=C\\CCCCCCCC(=O)[O-])O